2-(3-hydroxypyridin-2-yl)-4,5-dihydrothiazol-4-ol OC=1C(=NC=CC1)C=1SCC(N1)O